N1(CCCC1)C1=C(C=C(C=C1F)F)N1S(C2=C(C1)C(=CC=C2)F)(=O)=O N-(2-(pyrrolidin-1-yl)-3,5-difluorophenyl)-4-fluorobenzo[d]isothiazole-1,1-dioxide